C1(CC1)C=1C(=C(C(=C(C1)C1=NN=C(S1)CN1C2(CC2)C(N(C1=O)CC(F)(F)F)=O)F)O)F 4-((5-(5-cyclopropyl-2,4-difluoro-3-hydroxyphenyl)-1,3,4-thiadiazol-2-yl)methyl)-6-(2,2,2-trifluoroethyl)-4,6-diazaspiro[2.4]heptane-5,7-dione